3-(2-diazoacetyl)-3-methylindoline-1-carboxylic acid tert-butyl ester C(C)(C)(C)OC(=O)N1CC(C2=CC=CC=C12)(C)C(C=[N+]=[N-])=O